6-(4-chlorophenyl)-2-(1-cyclobutyl-1H-pyrazol-4-yl)-3-oxo-N-[(2R)-1,1,1-trifluoro-3-hydroxypropan-2-yl]-2,3-dihydropyridazine-4-carboxamide ClC1=CC=C(C=C1)C=1C=C(C(N(N1)C=1C=NN(C1)C1CCC1)=O)C(=O)N[C@@H](C(F)(F)F)CO